methyl-2-(3-bromo-phenyl)-propionic acid methyl ester COC(C(C)(C1=CC(=CC=C1)Br)C)=O